5-methoxy-1,2,3,4-tetrahydro-9H-xanthen-9-one COC1=C2OC=3CCCCC3C(C2=CC=C1)=O